CNC1=CC=C(C=N1)C1=NC(=NC=C1)N 4-[6-(methylamino)pyridin-3-yl]Pyrimidine-2-amine